N-acetonyl-4-p-tolylthiobutanamide C(C(=O)C)NC(CCCC1=CC=C(C=C1)C)=S